C12OOCCCCCC2C=CC1 10-dioxabicyclo-[7.3.0]dodecene